COC[C@H](C(N1CCN(CC1)C1=CC(=CC=C1)C(F)(F)F)=O)NC(C)=O (R)-N-(3-methoxy-1-oxo-1-(4-(3-(trifluoromethyl)phenyl)piperazin-1-yl)propan-2-yl)acetamide